[Cl-].CC1(C=C(C=C1)CCCC)[Zr+2]C1(C=C(C=C1)CCCC)C.[Cl-] bis(1-methyl-3-n-butylcyclopentadienyl)zirconium (IV) chloride